6H-pyrimido[5,4-b][1,4]oxazin-7-one N1=CN=CC=2OCC(NC21)=O